OC1=C(C=C(C=C1)CC1=C(C(=CC(=C1)C)CC1=CC(=C(C=C1)O)C)O)C 2,6-bis[(4-hydroxy-3-methylphenyl)methyl]-4-methylphenol